F[C@H]1CN(C[C@@H]([C@H]1NC(=O)C1=CC(=CC=2N(C=NC21)CC(F)(F)F)C#CCNC=2C(OC)=CC(=C(C2)C(NC)=O)F)C)C(C)C N-[(3S,4R,5S)-3-fluoro-1-isopropyl-5-methyl-4-piperidyl]-6-{3-[4-(N-methylcarbamoyl)-5-fluoro-2-anisidino]-1-propynyl}-1-(2,2,2-trifluoroethyl)-1H-1,3-benzimidazole-4-carboxamide